tert-Butyl 3-(7-chloro-8-fluoro-2-(methylthio)pyrido[4,3-d]pyrimidin-4-yl)-3,8-diazabicyclo[3.2.1]octane-8-carboxylate ClC1=C(C=2N=C(N=C(C2C=N1)N1CC2CCC(C1)N2C(=O)OC(C)(C)C)SC)F